COCCOC=1C=C(CN(C=2OC=CN2)CC2=CC(=CC=C2)OCCOC)C=CC1 N,N-bis(3-(2-methoxyethoxy)benzyl)oxazol-2-amine